BrC1=CC(=C(C(=C1C(=O)O)F)OC)F 6-bromo-2,4-difluoro-3-methoxybenzoic acid